ClC1=C(C(=CC(=C1)F)Cl)NC=1N(C2=NC(=NC=C2N1)N[C@@H]1C[C@H](CCC1)O)C1CCC(CC1)(C(=O)N)C (1R,4s)-4-(8-(2,6-dichloro-4-fluorophenylamino)-2-((1S,3S)-3-hydroxycyclohexylamino)-9H-purin-9-yl)-1-methylcyclohexanecarboxamide